3-(4-(methylseleno)phenyl)-5-(4-(trifluoromethyl)phenyl)-4,5-dihydro-pyrazole hydrochloride Cl.C[Se]C1=CC=C(C=C1)C1=NNC(C1)C1=CC=C(C=C1)C(F)(F)F